(S)-2-((1-methylpyrrolidin-2-yl)methoxy)-4-(piperazin-1-yl)-5,6,7,8-tetrahydroquinazoline CN1[C@@H](CCC1)COC1=NC=2CCCCC2C(=N1)N1CCNCC1